FC(OC=1C=NC=NC1)(F)F 5-trifluoromethoxypyrimidine